cis-hexahydro-isobenzothiophene C1SCC2CCCC=C12